N-(4-((2,6-dimethyl-5,6-dihydrobenzo[h][1,6]naphthyridin-7-yl-5,5-d2)amino)-5-(propanoyl-3,3,3-d3)pyridin-2-yl)cyclopropanecarboxamide CC1=NC=2C3=C(N(C(C2C=C1)([2H])[2H])C)C(=CC=C3)NC3=CC(=NC=C3C(CC([2H])([2H])[2H])=O)NC(=O)C3CC3